C(C)(C)(C)N1N=C(C(=C1NC(=O)[C@@H]1C(C1)(F)F)C)C1CC(C1)(F)F (R)-N-(1-(tert-butyl)-3-(3,3-difluorocyclobutyl)-4-methyl-1H-pyrazol-5-yl)-2,2-difluorocyclopropane-1-carboxamide